benzyl (1S,3S,5R)-5-((((E)-6-ethoxy-6-oxohex-2-en-1-yl)oxy)methyl)-2-((4-phenoxybutanoyl)glycyl)-2-azabicyclo[3.1.0]hexane-3-carboxylate C(C)OC(CC/C=C/COC[C@@]12C[C@H](N([C@H]2C1)C(CNC(CCCOC1=CC=CC=C1)=O)=O)C(=O)OCC1=CC=CC=C1)=O